C(C)(C)(C)C1=NOC(=N1)C=1C(=NC(=NC1)NC1=CC=C2CC(NC(C2=C1)=O)(C)C)N[C@H](CO)C1=CC=CC=C1 7-[[5-(3-tert-butyl-1,2,4-oxadiazol-5-yl)-4-[[(1S)-2-hydroxy-1-phenyl-ethyl]amino]pyrimidin-2-yl]amino]-3,3-dimethyl-2,4-dihydroisoquinolin-1-one